ClC=1C=C(C=CC1F)C=1C(C(=CN(C1C)C(C)C)C(=O)NC1=CC(=C(C=C1)OC1=CC=NC2=CC(=C(N=C12)OC)OC)F)=O 5-(3-chloro-4-fluorophenyl)-N-[4-[(6,7-dimethoxy-1,5-naphthyridin-4-yl)oxy]-3-fluorophenyl]-6-methyl-4-oxo-1-prop-2-ylpyridine-3-carboxamide